BrC1=C(OCCCO)C=C(C=C1)I 3-(2-bromo-5-iodophenoxy)propan-1-ol